ClC=1C=C(C=CC1)[C@@H]1[C@H](C1)C(=O)NC1=NC=NC(=C1)NCC=1N=C2N(C=C(C=C2C2(CN(C2)C)F)C2CC2)C1 (1S,2S)-2-(3-chlorophenyl)-N-(6-(((6-cyclopropyl-8-(3-fluoro-1-methyl-azetidin-3-yl)imidazo[1,2-a]pyridin-2-yl)methyl)amino)pyrimidin-4-yl)cyclopropane-1-carboxamide